((4-((benzyloxy)methyl)cyclopentane-1,2-diyl)bis(oxy))bis(ethane-2,1-diyl) bis(4-methylbenzenesulfonate) CC1=CC=C(C=C1)S(=O)(=O)OCCOC1C(CC(C1)COCC1=CC=CC=C1)OCCOS(=O)(=O)C1=CC=C(C=C1)C